FC(C1=CC=C(C=N1)NCCC=1C=C2C(=CNC2=CC1)NC(C)=O)(F)F N-[5-(2-[[6-(trifluoromethyl)pyridin-3-yl]amino]ethyl)-1H-indol-3-yl]acetamide